C(C)C(C(=O)OCC)(CC)NC(=O)C1=NC(=C(C=C1)N1CC(C1)OC)OC[C@H]1[C@@H](C1)COCF ethyl 2-ethyl-2-{[6-({(1R,2R)-2-[(fluoromethoxy)methyl]cyclopropyl}methoxy)-5-(3-methoxyazetidin-1-yl)pyridine-2-carbonyl]amino}butanoate